(S)-1-(4-(trifluoromethoxy)phenyl)ethane-1-amine FC(OC1=CC=C(C=C1)[C@H](C)N)(F)F